N[C@H](C(=O)OCC1=CC=CC=C1)C(C)C (S)-benzyl 2-amino-3-methylbutanoate